FC1=C(C=C(C=C1)F)C1=C(C(=NC=C1)N1CCOCC1)NC(=O)C=1C(=NN(C1)C)OC N-(4-(2,5-difluorophenyl)-2-morpholinopyridin-3-yl)-3-methoxy-1-methyl-1H-pyrazole-4-carboxamide